C(C1=CC=CC=C1)NC(N[C@@H](CN1N=NC(=C1)C1=CC=C(C(=O)N2C[C@H]([C@@H](C2)C(=O)N[C@@H]2[C@H](C2)C2=CC=CC=C2)C(=O)N[C@@H]2[C@H](C2)C2=CC=CC=C2)C=C1)C(=O)NCCCCCC)=O (3S,4S)-1-(4-(1-((S)-2-(3-benzylureido)-3-(hexylamino)-3-oxopropyl)-1H-1,2,3-triazol-4-yl)benzoyl)-N3,N4-bis((1S,2R)-2-phenylcyclopropyl)pyrrolidine-3,4-dicarboxamide